NC1=C(SC2=NC(=CC=C21)C)C(=O)N[C@H]2COC1=CC(=CC=C1C2)[C@@H]2[C@H](CNCC2)F 3-amino-N-((R)-7-((3R,4R)-3-fluoropiperidin-4-yl)chroman-3-yl)-6-methylthieno[2,3-b]pyridine-2-carboxamide